2-[2-(2-ethoxyethoxy)ethoxy]ethanol hydrate O.C(C)OCCOCCOCCO